FC1=C(C(=O)NCC23CCC(CC2)(CC3)C(NO)=N)C=C(C(=C1F)OCC1=CC=C(C=C1)OC)F 2,3,5-Trifluoro-N-{[4-(N-hydroxycarbamimidoyl)bicyclo[2.2.2]octan-1-yl]methyl}-4-[(4-methoxyphenyl)methoxy]benzamide